5-Hydroxy-4-(4-((tetrahydrofuran-3-yl)amino)isoindoline-2-carbonyl)-1,3-phenylenebis(4-methylbenzenesulfonate) OC=1C(=C(C=C(C1)C1=C(C=CC(=C1)C)S(=O)(=O)[O-])C1=C(C=CC(=C1)C)S(=O)(=O)[O-])C(=O)N1CC2=CC=CC(=C2C1)NC1COCC1